COC(C1=C(C(=CC=C1)Br)CBr)=O 3-bromo-2-(bromomethyl)benzoic acid methyl ester